C(C)(=O)N1C[C@H]([C@@H](CC1)N1N=CC(=C1)C=1C=C(C=2N(C1)N=CC2C#N)SC2=C(C=CC=C2)C#N)O 6-(1-((3R,4R)-1-acetyl-3-hydroxypiperidin-4-yl)-1H-pyrazol-4-yl)-4-((2-cyanophenyl)thio)pyrazolo[1,5-a]pyridine-3-carbonitrile